Oxydiamin O(N)N